[Mg+2].[O-2].[Al+3] aluminum oxide, magnesium salt